2-[(4-iodophenyl)thio]Acetic acid IC1=CC=C(C=C1)SCC(=O)O